7-(3-Chlorophenyl)-4-((2S,5R)-2,5-dimethylpiperazin-1-yl)-5-(trifluoromethyl)-7H-pyrrolo[2,3-d]pyrimidine ClC=1C=C(C=CC1)N1C=C(C2=C1N=CN=C2N2[C@H](CN[C@@H](C2)C)C)C(F)(F)F